Cl.C(#N)C=1C=NN2C1C(=NC(=C2)C=2C=NN(C2)C2CCC(CC2)=O)C=2C=CC(=NC2)N2CCC(CC2)(C(=O)NC(C)C)CC 1-(5-(3-cyano-6-(1-(4-oxocyclohexyl)-1H-pyrazol-4-yl)pyrazolo[1,5-a]pyrazin-4-yl)pyridin-2-yl)-4-ethyl-N-isopropylpiperidine-4-carboxamide HCl salt